NCC(O)C1=CC(=C(C=C1)OC(F)F)OCC1CC1 2-amino-1-(3-cyclopropylmethoxy-4-difluoromethoxyphenyl)ethanol